N-(4-([1,2,4]triazolo[1,5-a]pyridin-7-yloxy)-3-methylphenyl)-6-nitroquinazolin-4-amine hydrochloride Cl.N=1C=NN2C1C=C(C=C2)OC2=C(C=C(C=C2)NC2=NC=NC1=CC=C(C=C21)[N+](=O)[O-])C